C(C)OP(=O)=N[C@@H](C)C(=O)[O-] (ethoxy)(phosphoryl)-L-alaninate